1-(3-(3,6-difluoro-9H-carbazol-9-yl)-2-hydroxypropyl)-3-fluoropiperidin-2-one FC=1C=CC=2N(C3=CC=C(C=C3C2C1)F)CC(CN1C(C(CCC1)F)=O)O